C(CC(C(F)F)(C(=O)O)N)CN d,l-α-difluoromethylornithine